1-[(1S,2R)-2-hexylcyclopropyl]-N,N-dimethyl-nonadecan-10-amine C(CCCCC)[C@H]1[C@H](C1)CCCCCCCCCC(CCCCCCCCC)N(C)C